((5R,9S)-3-(1,3-Dimethyl-1H-pyrazol-5-yl)-2-methyl-4,5,6,7,8,9-hexahydro-2H-5,9-epiminocycloocta[c]pyrazol-10-yl)(3-methoxy-2-methylphenyl)methanone CN1N=C(C=C1C1=C2C(=NN1C)[C@@H]1CCC[C@H](C2)N1C(=O)C1=C(C(=CC=C1)OC)C)C